FC1=CC=C(C=C1)[Si](C)(C)C 1-fluoro-4-(trimethylsilyl)benzene